methyl(2-methylbenzyl)sulfonium hexafluoroantimonate F[Sb-](F)(F)(F)(F)F.C[SH+]CC1=C(C=CC=C1)C